methyl (1R,4r)-4-(4-(3-((1r,3R,5S,7r)-3,5-dimethyladamantan-1-yl)ureido)-3-fluorobenzamido)cyclohexane-1-carboxylate C[C@]12CC3(CC(C[C@@](C1)(C3)C)C2)NC(NC2=C(C=C(C(=O)NC3CCC(CC3)C(=O)OC)C=C2)F)=O